(R or S)-2-(7-acryloyl-3,4,5,5a,6,7,8,9-octahydro-2H-1,2,5,7-tetraazabenzo[cd]azulen-2-yl)-5-cyclopropylphenyl acetate C(C)(=O)OC1=C(C=CC(=C1)C1CC1)N1N=C2CCN(C[C@H]3C2=C1CCN3)C(C=C)=O |o1:20|